ClCC1C2CCC(C1)C2 2-(chloromethyl)norbornane